C(C)(C)(C)OC(=O)N1[C@H]([C@H](CC1)C(=O)O)C (2S,3S)-1-[(tert-butoxy)carbonyl]-2-methylpyrrolidine-3-carboxylic acid